(R)-1-(1-(1-((1-(4-(4-(3-Amino-6-(2-hydroxyphenyl)pyridazin-4-yl)morpholin-2-yl)-3-methylbenzoyl)piperidin-4-yl)methyl)piperidin-4-yl)-1H-indol-4-yl)dihydropyrimidine-2,4(1H,3H)-dione NC=1N=NC(=CC1N1C[C@H](OCC1)C1=C(C=C(C(=O)N2CCC(CC2)CN2CCC(CC2)N2C=CC3=C(C=CC=C23)N2C(NC(CC2)=O)=O)C=C1)C)C1=C(C=CC=C1)O